BrC=1C=C(C(=NC1)OC)NS(=O)(=O)C1=C(C=C(C(=O)OCC)C=C1)F Ethyl 4-(N-(5-bromo-2-methoxypyridin-3-yl)sulfamoyl)-3-fluorobenzoate